(S)-Methyl 2-(3-((5-((1-(3-cyclopropylphenyl)ethyl)carbamoyl)-2,3-dimethyl-1H-indol-1-yl)methyl)phenoxy)acetate C1(CC1)C=1C=C(C=CC1)[C@H](C)NC(=O)C=1C=C2C(=C(N(C2=CC1)CC=1C=C(OCC(=O)OC)C=CC1)C)C